O=C(NCCOCCOCCOCCNC(OC(C)(C)C)=O)C1=NC(=NC=C1)N1CCC(CC1)C(=O)N1N=CCC1C1=CC=CC=C1 tert-butyl (1-oxo-1-(2-(4-(5-phenyl-4,5-dihydro-1H-pyrazole-1-carbonyl)piperidin-1-yl)pyrimidin-4-yl)-5,8,11-trioxa-2-azatridecan-13-yl)carbamate